OC(C)C1=CC(=CC=2C(C(=C(OC21)C2=CC=CC=C2)C)=O)C 8-(1-hydroxyethyl)-3,6-dimethyl-2-phenyl-benzopyran-4-one